C(#N)C1=C(C(=C(C(=C1F)F)/C(=C/O[Cu]O\C(\C)=C(/C(C)=O)\C1=C(C(=C(C(=C1F)F)C#N)F)F)/C(C)=O)F)F (((Z)-2-(4-cyano-2,3,5,6-tetrafluorophenyl)-3-oxobut-1-en-1-yl)oxy)(((Z)-3-(4-cyano-2,3,5,6-tetrafluorophenyl)-4-oxopent-2-en-2-yl)oxy)copper